ClC1=CC(=C2C=NNC2=C1)N1CCN(CC1)S(=O)(=O)C 6-chloro-4-(4-(methylsulfonyl)piperazin-1-yl)-1H-indazole